4-amino-2,6-difluoropyridine NC1=CC(=NC(=C1)F)F